ClC=1C=C(C=CC1C(NCC1CCNCC1)=O)NC(=O)C=1N(C(=CN1)C1=C(C(=C(C=C1)OC)F)F)C N-[3-chloro-4-(4-piperidylmethylcarbamoyl)phenyl]-5-(2,3-difluoro-4-methoxyphenyl)-1-methylimidazole-2-carboxamide